COC1=C(CNC2=NC=CC3=C2C(=NN3C3CCC2(OCCO2)CC3)I)C=CC(=C1)OC N-(2,4-dimethoxybenzyl)-3-iodo-1-(1,4-dioxaspiro[4.5]decan-8-yl)-1H-pyrazolo[4,3-c]pyridin-4-amine